CN1N=C(C=C1C(=O)N[C@@H](CC)C1=NC(=NO1)C1=CC(=NC=C1)C)C(F)(F)F (S)-1-methyl-N-(1-(3-(2-methylpyridin-4-yl)-1,2,4-oxadiazol-5-yl)propyl)-3-(trifluoromethyl)-1H-pyrazole-5-carboxamide